C(C=C)(=O)N1C[C@@H](C[C@@H]1C)N1C(=C(C2=C1N=CN=C2N)C(=O)N[C@H](C)C2=CC=CC=C2)C#CC2CC2 7-((3R,5S)-1-propenoyl-5-methylpyrrolidin-3-yl)-4-amino-6-(cyclopropylethynyl)-N-((R)-1-phenylethyl)-7H-pyrrolo[2,3-d]Pyrimidine-5-carboxamide